3-((5-Ethyl-2-methoxyphenyl)sulfonamido)benzo[d]isoxazole-7-carboxylic acid C(C)C=1C=CC(=C(C1)S(=O)(=O)NC1=NOC2=C1C=CC=C2C(=O)O)OC